C1(CC1)NC=1C=NC=2N(C1)N=CC2C=2C=C(SC2)C(=O)NC(CC)CC 4-[6-(cyclopropylamino)pyrazolo[1,5-a]pyrimidin-3-yl]-N-(pentan-3-yl)thiophene-2-carboxamide